(2r,3r,11br)-3-isobutyl-9,10-dimethoxy-2,3,4,6,7,11b-hexahydro-1H-pyrido[2,1-a]isoquinolin-2-yl (S)-2-amino-3-methylbutanoate N[C@H](C(=O)O[C@@H]1C[C@H]2N(CCC3=CC(=C(C=C23)OC)OC)C[C@H]1CC(C)C)C(C)C